3-[[7-[1-(azetidin-3-yl)-6-chloro-3,4-dihydro-2H-quinolin-8-yl]thieno[3,2-b]pyridin-2-yl]methyl]-1-(2,2-difluoroethyl)pyrimidine-2,4-dione, formic acid salt C(=O)O.N1CC(C1)N1CCCC2=CC(=CC(=C12)C1=C2C(=NC=C1)C=C(S2)CN2C(N(C=CC2=O)CC(F)F)=O)Cl